4-{3-chloro-2-fluoro-4-[(1-hydroxycyclopropyl)methoxy]Phenyl}-3-methyl-4-oxobutanoic acid methyl ester COC(CC(C(=O)C1=C(C(=C(C=C1)OCC1(CC1)O)Cl)F)C)=O